Tert-butyl (6-hydroxy-6-methylspiro[3.3]heptan-2-yl)carbamate OC1(CC2(CC(C2)NC(OC(C)(C)C)=O)C1)C